CC1(CC(N(O1)CC1=CC=C(C=C1)C1=NOC(=N1)C(F)(F)F)=O)C 5,5-dimethyl-2-[[4-[5-(trifluoromethyl)-1,2,4-oxadiazol-3-yl]phenyl]methyl]isoxazolin-3-one